C1(=CC=C(C=C1)C1=CC(=NN1)C(=O)N)C 5-(p-tolyl)-1H-pyrazole-3-carboxamide